5-(4,5-dimethylpyridin-2-yl)-2-methoxyaniline CC1=CC(=NC=C1C)C=1C=CC(=C(N)C1)OC